N1=C(C=CC=C1)NC1=NC=CC=C1.[Ir+3] Iridium(III) Dipyridylamine